1-(4-aminophenylamino)-4-hydroxyanthraquinone NC1=CC=C(C=C1)NC1=CC=C(C=2C(C3=CC=CC=C3C(C12)=O)=O)O